O1C=CC=C1C(=O)O 5-furoic acid